FC=1C=C(C=CC1)N1C(C=CC(=C1)C)=O 1-(3-fluorophenyl)-5-methyl-1H-pyridone